(S)-8-(3-Isopropoxyphenyl)-N-(7-(pyrrolidin-1-yl)-6,7,8,9-tetrahydro-5H-benzo[7]annulen-2-yl)quinazolin-2-amine C(C)(C)OC=1C=C(C=CC1)C=1C=CC=C2C=NC(=NC12)NC=1C=CC2=C(CC[C@H](CC2)N2CCCC2)C1